1-benzyl-3-cyclopropyl-5-[4-(4,4,5,5-tetramethyl-1,3,2-dioxaborolan-2-yl)-3,6-dihydro-2H-pyran-6-yl]pyrazole C(C1=CC=CC=C1)N1N=C(C=C1C1C=C(CCO1)B1OC(C(O1)(C)C)(C)C)C1CC1